N1=CC(=CC=2CCCNC12)C(=O)N 5,6,7,8-tetrahydro-1,8-naphthyridine-3-carboxamide